(Z)-3-(1-(4-amino-2-fluoro-but-2-en-1-yl)-2-methyl-1H-benzo[d]imidazol-4-yl)-N,N-dimethylbenzenesulfonamide NC\C=C(\CN1C(=NC2=C1C=CC=C2C=2C=C(C=CC2)S(=O)(=O)N(C)C)C)/F